1-(2-bromo-ethoxy)-2-chlorobenzene BrCCOC1=C(C=CC=C1)Cl